NC=1C(=C(C(=O)O)C=CC1N)Cl 3,4-diamino-2-chlorobenzoic acid